Cl.COC([C@H](CC)N)=O (2s)-2-aminobutyric acid methyl ester hydrochloride